FC1=CC(=CC2=C1N=C(S2)NC(=O)[C@@H]2C[C@@H](CCC2)NC(OC(C)(C)C)=O)F tert-butyl N-[(1R,3S)-3-[(4,6-difluoro-1,3-benzothiazol-2-yl)carbamoyl]cyclohexyl]carbamate